2-((7-((6-methylimidazo[1,2-a]pyridin-2-yl)methyl)-8-oxo-7,8-dihydro-2,7-naphthyridin-4-yl)oxy)acetonitrile CC=1C=CC=2N(C1)C=C(N2)CN2C=CC=1C(=CN=CC1C2=O)OCC#N